C1=CC=CC=2C3=CC=CC=C3N(C12)C[C@H](CN1C([C@@H](CC1)C)=O)O (R)-1-((R)-(9H-carbazol-9-yl)-2-hydroxypropyl)-3-methylpyrrolidin-2-one